C(\C=C\C(=O)O)(=O)O.C(\C=C\C(=O)O)(=O)O.ClC=1C=CC(=C(CN2C[C@H](CCC2)N)C1)OCC (S)-1-(5-chloro-2-ethoxybenzyl)piperidin-3-amine difumarate